2,6-dibromoazulene BrC1=CC2=CC=C(C=CC2=C1)Br